FC(C=1C=C(C=CC1F)NC(=O)C=1N(C=C2C1CCC2NC(OCC2=NN(C=N2)C)=O)C)F (1-methyl-1H-1,2,4-triazol-3-yl)methyl (1-((3-(difluoromethyl)-4-fluorophenyl)carbamoyl)-2-methyl-2,4,5,6-tetrahydrocyclopenta[c]pyrrol-4-yl)carbamate